1-(1-methylcyclobutyl)-3-(2-oxo-1-(1-(4-(trifluoromethyl)pyridin-2-yl)ethyl)-1,2-dihydroquinoxalin-6-yl)urea CC1(CCC1)NC(=O)NC=1C=C2N=CC(N(C2=CC1)C(C)C1=NC=CC(=C1)C(F)(F)F)=O